Diethyl (1-(((S)-1-(4-chlorobenzyl)piperidin-3-yl)amino)-4-methyl-1-oxopentan-2-yl)phosphonate ClC1=CC=C(CN2C[C@H](CCC2)NC(C(CC(C)C)P(OCC)(OCC)=O)=O)C=C1